4-(3-(1,1-difluoroethyl)-1-((2-(difluoromethyl)cyclopropyl)methyl)-4-methyl-1H-pyrazole-5-carboxamido)picolinamide FC(C)(F)C1=NN(C(=C1C)C(=O)NC1=CC(=NC=C1)C(=O)N)CC1C(C1)C(F)F